5-methyl-4-(1-methyl-1H-1,2,4-triazol-3-yl)-2-(piperidin-1-ylsulfonyl)-1H-pyrrolo[2,3-c]pyridine CC=1C(=C2C(=CN1)NC(=C2)S(=O)(=O)N2CCCCC2)C2=NN(C=N2)C